CC1=NOC(=C1C=1C=NC=2CCN(CC2C1)C1=C(C(=C(N=N1)C#N)C)C)C 6-(3-(3,5-dimethylisoxazol-4-yl)-7,8-dihydro-1,6-naphthyridin-6(5H)-yl)-4,5-dimethylpyridazine-3-carbonitrile